CC(C)C1C(CC(C(C1)=O)C(C)C)=O 2,5-bis(1-methylethyl)-1,4-cyclohexanedione